CC=1C=CC=2N(C3=CC=C(C=C3C2C1)C)C1=CC=C(C=C1)C=1C(=C(C(=C(C1N1C2=C(C3=CC=CC=C13)C=CC=N2)C=2C=NC=CC2)C#N)N2C1=C(C3=CC=CC=C23)C=CC=N1)C1=CC=C(C=C1)N1C2=CC=C(C=C2C=2C=C(C=CC12)C)C 4,4''-bis(3,6-dimethyl-9H-carbazol-9-yl)-5'-(pyridin-3-yl)-3',6'-bis(9H-pyrido[2,3-b]indol-9-yl)-[1,1':2',1''-terphenyl]-4'-carbonitrile